FC1=CC2=C(N(C(N=C2)=O)C=2C(=NC=CC2C)S(=O)(=O)C)N=C1C1=C(C=CC=C1O)F 6-fluoro-7-(2-fluoro-6-hydroxyphenyl)-1-(4-methyl-2-(methylsulfonyl)pyridin-3-yl)pyridino[2,3-d]pyrimidin-2(1H)-one